CC1=CC=C2CC\3C(OC(/C3=C/O[C@@H]3OC(C(=C3)C)=O)=O)C2=C1 (±)-(E)-7-methyl-3-((((R)-4-methyl-5-oxo-2,5-dihydrofuran-2-yl)oxy)methylene)-3,3a,4,8b-tetrahydro-2H-indeno[1,2-b]furan-2-one